4-[3-(Difluoromethyl)-4-[[2-(1-methylpyrazol-4-yl)oxazole-4-carbonyl]amino]pyrazol-1-yl]benzoic acid FC(C1=NN(C=C1NC(=O)C=1N=C(OC1)C=1C=NN(C1)C)C1=CC=C(C(=O)O)C=C1)F